P(=O)(OCC(COC([C@H](CCC(OC(C)(C)C)=O)NC(=O)OC(C)(C)C)=O)OC([C@H](CCC(=O)OC(C)(C)C)NC(=O)OC(C)(C)C)=O)(OC[C@@H](COC(CCCCCCCCCCCCC)=O)OC(CCCCCCCCCCCCC)=O)[O-].[Na+] sodium 2,3-bis(((S)-5-(tert-butoxy)-2-((tert-butoxycarbonyl)amino)-5-oxopentanoyl)oxy)propyl ((R)-2,3-bis(tetradecanoyloxy)propyl) phosphate